ethyl (1R,7S,8r)-4-azabicyclo[5.1.0]octane-8-carboxylate [C@H]12CCNCC[C@@H]2C1C(=O)OCC